(S)-β-amino-4-(3-methylphenyl)-butyric acid N[C@H](CC(=O)O)CC1=CC(=CC=C1)C